4-(2-amino-1-oxo-2,3-dihydroinden-5-yl)-3-(2-methyl-6-morpholin-4-ylpyrimidin-4-yl)oxybenzonitrile NC1C(C2=CC=C(C=C2C1)C1=C(C=C(C#N)C=C1)OC1=NC(=NC(=C1)N1CCOCC1)C)=O